C(C)(C)(C)OC(=O)N[C@H](C(=O)N[C@@H](CC(=O)OCC)C=1C=C(C=C(C1F)C1CC1)C1=C(C=C(C=C1C)F)CCCCC=C)CC=C Ethyl (S)-3-((S)-2-((tert-butoxycarbonyl)amino)pent-4-enamido)-3-(5-cyclopropyl-4,4'-difluoro-2'-(hex-5-en-1-yl)-6'-methyl-[1,1'-biphenyl]-3-yl)propanoate